C(C)N1C(NC2=C(C1=O)SC(=C2)CN2CCN(CC2)C=2C=NC1=C(N=CC=C1C2)NC)=O 3-ethyl-6-((4-(8-(methylamino)-1,7-naphthyridin-3-yl)piperazin-1-yl)methyl)thieno[3,2-d]pyrimidine-2,4(1H,3H)-dione